N,1-dimethyl-N-(4-(methylamino)butanoyl)-1H-pyrazole-3-carboxamide CN(C(=O)C1=NN(C=C1)C)C(CCCNC)=O